2-(tert-butyl) 5-methyl isoindoline-2,5-dicarboxylate C1N(CC2=CC(=CC=C12)C(=O)OC)C(=O)OC(C)(C)C